NOC(C(=O)OC(C)(C)C)(C)C tert-butyl 2-(aminooxy)-2-methylpropionate